Cl.NCC1=CNC(C2=CC=C(C=C12)C=1C=NN(C1C1=C(C#N)C(=CC(=C1)C(F)(F)F)OC1CC1)C)=O 2-(4-(4-(aminomethyl)-1-oxo-1,2-dihydroisoquinolin-6-yl)-1-methyl-1H-pyrazol-5-yl)-6-cyclopropoxy-4-(trifluoromethyl)benzonitrile hydrochloride